NC1=NC(=C(C=2N1C(N(N2)CC=2N(N=CC2)C)=O)C2=CC(=NC(=C2)C)C)C2=CC=CC=C2 5-amino-8-(2,6-dimethyl-4-pyridinyl)-2-[(2-methylpyrazol-3-yl)methyl]-7-phenyl-[1,2,4]triazolo[4,3-c]pyrimidin-3-one